ClC=1C=C(C=CC1F)NC(N(CC1=CNC(C2=CC=CC=C12)=O)C)=O 3-(3-chloro-4-fluorophenyl)-1-methyl-1-((1-oxo-1,2-dihydroisoquinolin-4-yl)methyl)urea